O1-tert-butyl O2-methyl (2S,4S)-4-[tert-butoxycarbonyl-[6-[2-[methyl-[3-(methylamino)propyl]amino]-3-nitro-phenyl]-2-pyridyl]amino]pyrrolidine-1,2-dicarboxylate C(C)(C)(C)OC(=O)N([C@H]1C[C@H](N(C1)C(=O)OC(C)(C)C)C(=O)OC)C1=NC(=CC=C1)C1=C(C(=CC=C1)[N+](=O)[O-])N(CCCNC)C